ClC(C(=O)O)C1=C(C=CC(=C1)C)C chloro-2,5-dimethylphenyl-acetic acid